1-(6-((7R)-4-(2,3-dimethylphenyl)-7-(1,3-thiazol-2-yl)-5,6,7,8-tetrahydro-2-quinazolinyl)-2,6-diazaspiro[3.4]octan-2-yl)-2-propen-1-one CC1=C(C=CC=C1C)C1=NC(=NC=2C[C@@H](CCC12)C=1SC=CN1)N1CC2(CN(C2)C(C=C)=O)CC1